C(C1=CC=CC=C1)OC(=O)N[C@@H](C(=O)O)CC(=O)OC(C)(C)C (R)-2-(((benzyloxy)carbonyl)amino)-4-(tert-butoxy)-4-oxobutanoic acid